bicyclo[1.1.0]butane-1-yl-(naphthalene-2-yl)methane C12(CC2C1)CC1=CC2=CC=CC=C2C=C1